(S)-(6,7-dichloro-1-methyl-1,3,4,5-tetrahydro-2H-pyrido[4,3-b]indol-2-yl)(4-(2-methoxyethoxy)pyrimidin-2-yl)methanone ClC1=C(C=CC=2C3=C(NC12)CCN([C@H]3C)C(=O)C3=NC=CC(=N3)OCCOC)Cl